C(C=C)(=O)OCCCC n-butyl (acrylate)